N-Cyclohexylmethyl-1,2-ethandiamin C1(CCCCC1)CNCCN